2-bromo-N-benzyl-N-methacryloyl-benzamide BrC1=C(C(=O)N(C(C(=C)C)=O)CC2=CC=CC=C2)C=CC=C1